C(C)(C)C1=CC(=NN1)C(=O)N1C[C@H]2C([C@H]2C1)C1=NOC(=C1C1=NC=CC=C1)C (5-isopropyl-1H-pyrazol-3-yl){(1R,5S,6r)-6-[5-methyl-4-(2-pyridyl)-1,2-oxazol-3-yl]-3-azabicyclo[3.1.0]hex-3-yl}methanone